N-(amino(2-(1,2-dihydroxyethyl)thiazol-5-yl)(oxo)-λ6-sulfaneylidene)-2-(4-cyano-3-fluoro-2,6-diisopropylphenyl)acetamide NS(=NC(CC1=C(C(=C(C=C1C(C)C)C#N)F)C(C)C)=O)(=O)C1=CN=C(S1)C(CO)O